N,N,N-trimethylbenzylammonium iodide [I-].C[N+](C)(C)CC1=CC=CC=C1